C1(CC1)S(=O)(=O)NC=1SC=C(N1)C(C(=O)NC1=C(C=C(C=C1)C1=NC(=CN=C1)C(F)(F)F)F)N(C)C 2-(2-(cyclopropanesulfonylamino)thiazol-4-yl)-2-(dimethylamino)-N-(2-fluoro-4-(6-(trifluoromethyl)pyrazin-2-yl)phenyl)acetamide